[Cs].N1=C(C=CC=C1)C1=C(C=CC(=C1)C1=CC=NC2=C3N=CC=CC3=CC=C12)O 2-(pyridin-2-yl)-4-(1,10-phenanthroline-4-yl)phenol cesium